C(CCCCCC)OCOCCCC(CC(C)[Mg]I)C 6-heptyloxymethoxy-1,3-dimethylhexylmagnesium iodide